C(C)(=O)[O-].C(C)(=O)[O-].[Ru+2].C1(=CC=CC=C1)P(C1=CC=CC=C1)C1=CC=CC=C1 triphenyl-phosphine ruthenium diacetate